O1C(OCC1)C1=CC=C(C=C1)NC(=O)C=1N(C=C(C1)NC(=O)C=1N(C=C(C1)N)C)C N-(4-(1,3-dioxolan-2-yl)phenyl)-4-(4-amino-1-methyl-1H-pyrrole-2-carboxamido)-1-methyl-1H-pyrrole-2-carboxamide